N-(3-(4'-(2-(3-methoxyoxetan-3-yl)ethoxy)-4,5,5',6'-tetrahydro-2H-spiro[furan-3,8'-pyrano[3,4-b]pyridin]-2'-yl)-1H-pyrrolo[2,3-c]pyridin-5-yl)acetamide COC1(COC1)CCOC1=C2C(=NC(=C1)C1=CNC3=CN=C(C=C31)NC(C)=O)C3(OCC2)COCC3